tert-butyl (4-(2-hydroxyethyl)benzyl)(methyl)carbamate OCCC1=CC=C(CN(C(OC(C)(C)C)=O)C)C=C1